3-(4-(cyclopropylsulfonyl)phenyl)azetidine, hydrochloride salt Cl.C1(CC1)S(=O)(=O)C1=CC=C(C=C1)C1CNC1